C(OCC(F)(F)F)(OCC(F)(F)F)=O di(2,2,2-trifluoroethyl) carbonate